N1(CCC1)C(=O)C=1N=CC(=NC1)OC=1C=C(C(=O)NC2=NC=C(N=C2)C)C=C(C1)O[C@H](COC)C 3-{[5-(azetidine-1-ylcarbonyl)pyrazin-2-yl]oxy}-5-{[(1S)-1-methyl-2-(methyloxy)ethyl]oxy}-N-(5-methylpyrazin-2-yl)benzamide